ClC1=C(C(=CC=C1)Cl)N1N=C(C(=C1)NC1=NC=C(C=C1)C1=NN=NN1C)C(=O)N 1-(2,6-dichlorophenyl)-4-((5-(1-methyl-1H-tetrazol-5-yl)pyridin-2-yl)amino)-1H-pyrazole-3-carboxamide